C/C(/C=O)=C/CCCCCC (Z)-2-Methyl-2-nonenal